FC1=CC(=C(C(=O)OC(C)(C)C)C=C1)[N+](=O)[O-] tert-butyl 4-fluoro-2-nitrobenzoate